CC1(CC(CC(C1)C)NCCCS(=O)(=O)O)C 3-(3,3,5-trimethylcyclohexylamino)propanesulfonic acid